N-{6-[2-methyl-2-(5-methylpyrimidin-2-yl)propionyl]Pyridin-3-yl}carbamic acid tert-butyl ester C(C)(C)(C)OC(NC=1C=NC(=CC1)C(C(C)(C1=NC=C(C=N1)C)C)=O)=O